C1(CC1)C=1C(=C2C=CNC2=C(C1)C)CN1[C@@H](CC2(CC(C2)C#N)CC1)C1=CC=C(C=C1)C(=O)N1CC2(C1)CN(C2)CC (2R,4r,6S)-7-((5-cyclopropyl-7-methyl-1H-indol-4-yl)methyl)-6-(4-(6-ethyl-2,6-diazaspiro[3.3]heptane-2-carbonyl)phenyl)-7-azaspiro[3.5]nonane-2-carbonitrile